C(C)(C)(C)OC(=O)N1C[C@H](CCC1)CN1N=CC=2C1=NC(=NC2)Cl.C(C)C2N(CCC(C2)C)C2=C(C(=O)N)C=CC=C2 (2-ethyl-4-methylpiperidin-1-yl)benzamide tert-butyl-(3S)-3-[(6-chloropyrazolo[3,4-d]pyrimidin-1-yl)methyl]piperidine-1-carboxylate